C(C)N(CCN(CCOC(N(CCCCC(=O)OCC(CCCCCC)CCCCCC)CCCCCCCC)=O)CCOC(N(CCCCC(=O)OCC(CCCCCC)CCCCCC)CCCCCCCC)=O)CC Bis(2-hexyloctyl) 11-(2-(diethylamino)ethyl)-6,16-dioctyl-7,15-dioxo-8,14-dioxa-6,11,16-triazahenicosanedioate